(S)-2-(6-(4-(2-(tetrahydro-2H-pyran-4-yl)phenyl)piperidin-1-yl)-2-azaspiro[3.4]octan-2-yl)-1,3,4-oxadiazole O1CCC(CC1)C1=C(C=CC=C1)C1CCN(CC1)[C@@H]1CC2(CN(C2)C=2OC=NN2)CC1